((8R,9S,10R)-6-((4-fluorophenyl)sulfonyl)-9-(2',3',4',5'-tetrahydro-[1,1'-biphenyl]-4-yl)-1,6-diazabicyclo[6.2.0]decan-10-yl)methanol FC1=CC=C(C=C1)S(=O)(=O)N1CCCCN2[C@H]([C@H]([C@@H]2C1)C1=CC=C(C=C1)C=1CCCCC1)CO